FC1(CCC(CC1)[C@@H](C=1N=C2N(N=C(C=N2)C[C@@H]2C(NC[C@@H](C2)C(F)(F)F)=O)C1)NC(OCC1=CC=CC=C1)=O)F benzyl ((1S)-(4,4-difluorocyclohexyl)(2-(((3R,5R)-2-oxo-5-(trifluoromethyl)piperidin-3-yl)methyl)imidazo[1,2-b][1,2,4]triazin-6-yl)methyl)carbamate